C(C)C1=C2C(=CC(=CC2=CC=C1F)O)C1=C(C=2N=C(N=C(C2C=N1)NC1=CC=C2C=NN(C2=C1)C)OC[C@]12CCCN2C[C@@H](C1)F)F 5-ethyl-6-fluoro-4-(8-fluoro-2-(((2R,7aS)-2-fluorohexahydro-1H-pyrrolizin-7a-yl)methoxy)-4-((1-methyl-1H-indazol-6-yl)amino)pyrido[4,3-d]pyrimidin-7-yl)naphthalen-2-ol